propyl-imidazolium bromide salt [Br-].C(CC)C=1NC=C[NH+]1